1,6-diaminoanthracene NC1=CC=CC2=CC3=CC(=CC=C3C=C12)N